4-(4-Amino-1H-pyrazol-1-yl)-6-(2-hydroxy-2-methylpropoxy)pyrazolo[1,5-a]pyridine NC=1C=NN(C1)C=1C=2N(C=C(C1)OCC(C)(C)O)N=CC2